ClC=1C(=NC(=C(C1O)Cl)C)C 3,5-dichloro-2,6-dimethyl-4-pyridinol